2-(((1,3-Dimethylazetidin-3-yl)carbamoyl)oxy)propane-1,3-diyl distearate C(CCCCCCCCCCCCCCCCC)(=O)OCC(COC(CCCCCCCCCCCCCCCCC)=O)OC(NC1(CN(C1)C)C)=O